2-Methyl-2-(3-methyl-4-((4-(4-(trifluoromethyl)phenyl)piperazin-1-yl)methyl)phenoxy)propanoic acid ethyl ester C(C)OC(C(C)(OC1=CC(=C(C=C1)CN1CCN(CC1)C1=CC=C(C=C1)C(F)(F)F)C)C)=O